C(C)(C)(C)OC(=O)N1CCN(CC1)C1=C(C=C(C=C1)[N+](=O)[O-])CC(=O)OC 4-(2-(2-methoxy-2-oxoethyl)-4-nitrophenyl)piperazine-1-carboxylic acid tert-butyl ester